dicyclopentylethyl-3-oxetanylmethyl (3-ethylbutylethylmethyl) ether C(C)C(CCC(CC)OC(C1COC1)CC(C1CCCC1)C1CCCC1)C